Methyl (4aR*,8S*,8aS*)-3-benzyl-8-(3,5-bis(trifluoromethyl)phenyl)-8,8a-dihydropyrido[4,3-e][1,4,2]dioxazine-7(4aH)-carboxylate C(C1=CC=CC=C1)C1=NO[C@@H]2[C@H](O1)C=CN([C@H]2C2=CC(=CC(=C2)C(F)(F)F)C(F)(F)F)C(=O)OC |o1:10,11,16|